N-[4-(5-{5-[(R)-(1,3-Dimethyl-azetidin-3-yl)-hydroxy-(4-isopropyl-phenyl)-methyl]-pyridin-3-yl}-2-isopropyl-2H-[1,2,4]triazol-3-yl)-trans-cyclohexyl]-acetamide CN1CC(C1)(C)[C@@](C=1C=C(C=NC1)C=1N=C(N(N1)C(C)C)[C@@H]1CC[C@H](CC1)NC(C)=O)(C1=CC=C(C=C1)C(C)C)O